[Na+].C(C)OC(CC(=O)[O-])=O malonic acid monoethyl ester sodium salt